N-[6-(2-chloropyrimidin-5-yl)-2-methoxy-3-pyridyl]-5-methyl-3-phenyl-isoxazole-4-carboxamide ClC1=NC=C(C=N1)C1=CC=C(C(=N1)OC)NC(=O)C=1C(=NOC1C)C1=CC=CC=C1